FC1=CC=C(C=C1)C(N1CCNCC1)C1=CC=C(C=C1)F 4-(bis-(4-fluorophenyl)methyl)piperazine